O-allyl-ribose C(C=C)O[C@@H](C=O)[C@H](O)[C@H](O)CO